S1C=C(C=C1)OCCC(=O)[O-].[Na+] sodium 3-(thiophene-3-oxy)propionate